2-bromo-N-(3-methylphenyl)acetamide CC1=CC(=CC=C1)NC(=O)CBr